(R) and (S)-1,2-propanediol C([C@@H](C)O)O |r|